2-[3-[(1R)-1-aminoethyl]-2-fluoro-phenyl]-2,2-difluoroethanol N[C@H](C)C=1C(=C(C=CC1)C(CO)(F)F)F